(3S,8aS)-3-(hydroxymethyl)-2-methylhexahydropyrrolo[1,2-a]pyrazin-1(2H)-one OC[C@H]1N(C([C@H]2N(C1)CCC2)=O)C